The molecule is an L-tyrosyl ester that is the methyl ester of L-tyrosine. It is a methyl ester and a L-tyrosyl ester. COC(=O)[C@H](CC1=CC=C(C=C1)O)N